tert-butyl ((E)-4-((2-hydroxyethyl)(methyl)amino)-4-oxobut-2-en-1-yl)(2-(4-((E)-1-(1-(tetrahydro-2H-pyran-2-yl)-1H-indazol-5-yl)-2-(o-tolyl)but-1-en-1-yl)phenoxy)ethyl)carbamate OCCN(C(/C=C/CN(C(OC(C)(C)C)=O)CCOC1=CC=C(C=C1)/C(=C(/CC)\C1=C(C=CC=C1)C)/C=1C=C2C=NN(C2=CC1)C1OCCCC1)=O)C